C1(=CC=CC=C1)C=1[C@@H]2C=C([C@H](C1)CC2)C2=CC=CC=C2 (1S,4S)-2,5-diphenylbicyclo[2.2.2]octa-2,5-diene